methyl 1-(2-(3-bromopropoxy)ethyl)-2-methyl-1H-benzo[d]imidazole-4-carboxylate BrCCCOCCN1C(=NC2=C1C=CC=C2C(=O)OC)C